(S)-3-cycloheptyl-4-(2-methoxyethyl)-1,3,4,5-tetrahydro-2H-benzo[e][1,4]diazepin-2-one C1(CCCCCC1)[C@@H]1N(CC2=C(NC1=O)C=CC=C2)CCOC